BrC=1C(=CC2=C(SC(=C2)C(=O)OC)C1)[N+](=O)[O-] methyl 6-bromo-5-nitrobenzo[b]thiophene-2-carboxylate